1-(3,3-Difluorocyclobutyl)-1H-pyrazolo[3,4-b]pyridin-6-amine FC1(CC(C1)N1N=CC=2C1=NC(=CC2)N)F